3-[1-(morpholin-4-carbonyl)pyrrolidin-3-yl]-1-(1,3-thiazol-4-carbonyl)-1H-pyrazol-5-amine N1(CCOCC1)C(=O)N1CC(CC1)C1=NN(C(=C1)N)C(=O)C=1N=CSC1